C1(CCCCC1)C1=C(C=C(OCC2=CC(=C(C=O)C=C2)C)C=C1)C(F)(F)F 4-((4-cyclohexyl-3-(trifluoromethyl)phenoxy)methyl)-2-methylbenzaldehyde